N1(CCOCC1)C(=O)C1=CC(=NC(=C1)C=1N=NN(C1)C1=CC(=C(C(=O)O)C=C1)C(F)(F)F)C=1N=NN(C1)C1=CC(=C(C(=O)O)C=C1)C(F)(F)F 4,4'-((4-(MORPHOLINE-4-CARBONYL)PYRIDINE-2,6-DIYL)BIS(1H-1,2,3-TRIAZOLE-4,1-DIYL))BIS(2-(TRIFLUOROMETHYL)BENZOIC ACID)